trimethyl(((4aS,8aS)-5,5,8a-trimethyl-2-methylenedecahydronaphthalen-1-yl)methoxy)silane C[Si](OCC1C(CC[C@H]2C(CCC[C@]12C)(C)C)=C)(C)C